CC(=O)NC1=CC(=C(C=C1Cl)Cl)O N-(2,4-dichloro-5-hydroxyphenyl)acetamide